COC(=O)C1=[N+](C=C(C=C1C)[N+](=O)[O-])[O-] 2-(methoxycarbonyl)-3-methyl-5-nitropyridine 1-oxide